4-(7-bromoheptylthio)-2-(2,6-dioxopiperidin-3-yl)isoindoline-1,3-dione BrCCCCCCCSC1=C2C(N(C(C2=CC=C1)=O)C1C(NC(CC1)=O)=O)=O